Cl.OC1CC(C1)N1C2=NC=NC=C2NC1=O 9-(3-hydroxycyclobutyl)-7H-purin-8-one hydrochloride